C(C)SC=1C(NC2=CC3=C(C=C2C1C1=CC=C(C=C1)F)C=NN3)=O 6-ethylsulfanyl-5-(4-fluorophenyl)-1,8-dihydropyrazolo[4,3-g]quinolin-7-one